NC1=NN=C(O1)C1=NC(=CC=C1N[C@H](C)C=1C=C(C=C2C(C(=C(OC12)C1=CC=CC=C1)C)=O)C)C 8-[(1R)-1-[[2-(5-Amino-1,3,4-oxadiazol-2-yl)-6-methyl-3-pyridyl]amino]-ethyl]-3,6-dimethyl-2-phenyl-chromen-4-one